C(C=C)(=O)N1CCN(CC1)C1=C(C(=NC2=C(N=CC=C12)OC1=C2C=NNC2=CC(=C1Cl)F)O[C@@H]1CN(C[C@H]1OC)C)C#N 4-(4-acryloylpiperazin-1-yl)-8-((5-chloro-6-fluoro-1H-indazol-4-yl)oxy)-2-(((3R,4R)-4-methoxy-1-methylpyrrolidin-3-yl)oxy)-1,7-naphthyridine-3-carbonitrile